(2,4-dimethoxy-benzyl)-[6-(4,4,5,5-tetramethyl-1,3,2-dioxaborolan-2-yl)-quinazolin-4-yl]-amine COC1=C(CNC2=NC=NC3=CC=C(C=C23)B2OC(C(O2)(C)C)(C)C)C=CC(=C1)OC